(diphenyltriazinyl)[(dimethylfluorenyl)dibenzoselenophenyl]pyridine C1(=CC=CC=C1)C1=C(C(=NN=N1)C=1C(=NC=CC1)C1=C(C=CC=2[Se]C3=C(C21)C=CC=C3)C3=C(C(=CC=2C1=CC=CC=C1CC32)C)C)C3=CC=CC=C3